NCC(O)C12CC(C1)(C2)F 2-amino-1-(3-fluoro-bicyclo[1.1.1]pentan-1-yl)ethan-1-ol